C(C)OC(=O)C1=C(C2=C(N(C(N(C2=O)C(C(=O)O)(C)C)=O)CCC2=CC=CC=C2)S1)C 2-[6-(ethoxycarbonyl)-5-methyl-2,4-dioxo-1-(2-phenylethyl)-1H,2H,3H,4H-thieno[2,3-d]pyrimidin-3-yl]-2-methylpropionic acid